N,N'-diphenyl-N,N'-bis(4-ethylphenyl)anthracene-9,10-diamine C1(=CC=CC=C1)N(C=1C2=CC=CC=C2C(=C2C=CC=CC12)N(C1=CC=C(C=C1)CC)C1=CC=CC=C1)C1=CC=C(C=C1)CC